(R)-(1-methyl-cyclopropyl)(2-methyl-piperazin-1-yl)methanone TFA salt OC(=O)C(F)(F)F.CC1(CC1)C(=O)N1[C@@H](CNCC1)C